FCSC methyl (fluoromethyl) sulfide